6-((1S,2S)-2-(6-(2,4-dimethoxypyrimidin-5-yl)imidazo[1,2-b]pyridazin-8-yl)cyclopropyl)-2-(trifluoromethyl)benzo[d]thiazole COC1=NC=C(C(=N1)OC)C=1C=C(C=2N(N1)C=CN2)[C@@H]2[C@H](C2)C2=CC1=C(N=C(S1)C(F)(F)F)C=C2